O=C1N(CC(NC1)=O)CC(=O)N1[C@@H](C[C@H](C1)F)C(=O)N[C@@H](C1=CC=CC=C1)C1(CC(=CC=C1)F)C1(CC1)C (2S,4R)-1-[2-(2,5-dioxopiperazin-1-yl)acetyl]-4-fluoro-N-[(S)-[3-fluoro-1-(1-methylcyclopropyl)phenyl](phenyl)methyl]pyrrolidine-2-carboxamide